1-(5-bromo-3-fluoropyridin-2-yl)ethan-1-one BrC=1C=C(C(=NC1)C(C)=O)F